FC(C(=O)OCC)CCI ethyl 2-fluoro-4-iodobutanoate